(S)-1-(1-(3-bromo-5-fluorophenyl)-2-hydroxyethyl)-4-(3-(5-fluoropyridin-2-yl)-1H-indazol-5-yl)pyridin-2(1H)-one BrC=1C=C(C=C(C1)F)[C@@H](CO)N1C(C=C(C=C1)C=1C=C2C(=NNC2=CC1)C1=NC=C(C=C1)F)=O